FC1=CC=2N(C=C1)C(=CN2)C2=C1CNC(C1=C(C=C2)NC2=NC(=C(C=C2)[C@H]2COCC2)CN2C[C@H](CC2)F)=O 4-(7-fluoroimidazo[1,2-a]pyridin-3-yl)-7-((6-(((S)-3-fluoropyrrolidin-1-yl)methyl)-5-((S)-tetrahydrofuran-3-yl)pyridin-2-yl)amino)isoindolin-1-one